Methyl 3-((S)-1-amino-2-methylpropyl)-5-benzyl-4,5-dihydroisoxazole-5-carboxylate hydrochloride Cl.N[C@@H](C(C)C)C1=NOC(C1)(C(=O)OC)CC1=CC=CC=C1